IC1=CC=C(C=C1)N1CCN(CC1)C (4-iodophenyl)-4-methylpiperazine